ethyl 6-cyclopropylimidazo[1,2-b]pyridazine-2-carboxylate C1(CC1)C=1C=CC=2N(N1)C=C(N2)C(=O)OCC